CC1=CC=C(C=C1)S(=O)(=O)C(Br)(Br)Br tribromomethyl (4-methylphenyl) sulfone